COC1=C(C(=CC(=C1C=1C=NC=CC1)CCCCC)OC)C1CCCC(=C1)C 3-(2,6-dimethoxy-5'-methyl-4-pentyl-1',2',3',4'-tetrahydro-[1,1'-biphenyl]-3-yl)pyridine